cyclohexyl-methyl-cyclopentadienyl-2,7-di-tert-butyl-fluorenyl-methane C1(CCCCC1)C(C1=C(C=CC=2C3=CC=C(C=C3CC12)C(C)(C)C)C(C)(C)C)(C1C=CC=C1)C